5-(3-bromo-1H-1,2,4-triazol-5-yl)-5-(3-chloro-5-fluorophenoxy)pentan-1-ol BrC1=NNC(=N1)C(CCCCO)OC1=CC(=CC(=C1)F)Cl